7-bromo-2,3-dihydropyrrolo[1,2-a]quinazolin-5(1H)-one BrC=1C=C2C(N=C3N(C2=CC1)CCC3)=O